C(C)(C)C1=C(C(=CC(=C1)C(C)C)C(C)C)S(=O)(=O)OC1=NN(C(C=2C1=CN(C(C2OC)=O)C2CC2)=O)C 6-cyclopropyl-8-methoxy-2-methyl-1,7-dioxo-1,2,6,7-tetrahydropyrido[3,4-d]pyridazin-4-yl 2,4,6-triisopropylbenzenesulfonate